C(C)SC1=NC(=CC(=C1C(=O)NCC1=CC(=C(C=C1)F)C(F)(F)F)C)N1CCOCC1 2-Ethylsulfanyl-N-[[4-fluoro-3-(trifluoromethyl)-phenyl]methyl]-4-methyl-6-morpholin-4-yl-pyridine-3-carboxylic acid amide